docosyne C#CCCCCCCCCCCCCCCCCCCCC